C(C1=CC=CC=C1)OC[C@@H]1COCC(=N1)C1=CC(=NC(=C1)Cl)Cl (R)-3-((benzyloxy)methyl)-5-(2,6-dichloropyridin-4-yl)-3,6-dihydro-2H-1,4-oxazine